C(C)(C)(C)C=1C=C(C(=O)OCC(COC([C@@H](N(C)C)CC2=CNC=N2)=O)COC(CCCCCCC\C=C/C\C=C/CCCCC)=O)C=C(C1)C(C)(C)C 3-((Nα,Nα-dimethyl-L-histidyl)oxy)-2-((((9Z,12Z)-octadeca-9,12-dienoyl)oxy)methyl)propyl 3,5-di-tert-butylbenzoate